Cl.Cl.C(C)OC(C1=CC=C(C=C1)CC1=C(C(=CC(=C1)C)C)OCCN1CCN(CC1)C)=O 4-(3,5-dimethyl-2-(2-(4-methylpiperazin-1-yl)ethoxy)benzyl)benzoic acid ethyl ester dihydrochloride